ClC1=C(C(=O)Cl)C(=CC=C1)C 2-chloro-6-methylbenzoyl chloride